N-[(6-{[(cyclobutylmethyl)amino]methyl}imidazo[1,2-a]pyridin-2-yl)methyl]-1H-pyrrolo[2,3-b]pyridine-5-carboxamide C1(CCC1)CNCC=1C=CC=2N(C1)C=C(N2)CNC(=O)C=2C=C1C(=NC2)NC=C1